FC(C(=O)O)(F)F.COC=1C=C2CCN(CC2=CC1NC1=NC=C2C(=N1)N(N=C2)C[C@@H]2N(CCC2)S(=O)(=O)C)C (R)-6-methoxy-2-methyl-N-(1-((1-(methylsulfonyl)pyrrolidin-2-yl)methyl)-1H-pyrazolo[3,4-d]pyrimidin-6-yl)-1,2,3,4-tetrahydroisoquinolin-7-amine Trifluoroacetate